(S)-2-((((9H-fluoren-9-yl)methoxy)carbonyl)amino)-2-benzyl-3-(tert-butoxy)propanoic acid C1=CC=CC=2C3=CC=CC=C3C(C12)COC(=O)N[C@](C(=O)O)(COC(C)(C)C)CC1=CC=CC=C1